2-(2-chloro-5-fluorophenyl)-2-methyl-4-hydroxy-5-amino-3(2H)-furanone ClC1=C(C=C(C=C1)F)C1(OC(=C(C1=O)O)N)C